COC=1CC[C@@H](N1)C(=O)OC methyl (R)-5-methoxy-3,4-dihydro-2H-pyrrole-2-carboxylate